C(CCCN1N=C(C=C1C(=O)NC1=CC(=CC=C1)Br)C1=CC=NC=C1)N1N=C(C=C1C(=O)NC1=CC(=CC=C1)Br)C1=CC=NC=C1 1,1'-(butane-1,4-diyl)bis(N-(3-bromophenyl)-3-(pyridin-4-yl)-1H-pyrazole-5-carboxamide)